N1C=C(C=C1)C1=CC=C(N=N1)NC1C[C@@H]2[C@@H](CN(C2)CC2CCOCC2)C1 (3aR,5s,6aS)-N-[6-(1H-pyrrol-3-yl)pyridazin-3-yl]-2-(tetra-hydropyran-4-ylmethyl)-3,3a,4,5,6,6a-hexahydro-1H-cyclopenta[c]pyrrol-5-amine